C(CCCCCCCCCCCCCCCCCCC)CCCCCCCCCCCCCCCCCCCCCCO eicosanyl-behenyl alcohol